ClC1=C(N)C=CC(=C1)OC1=CC=NC2=CC(=C3C(=C12)OCCO3)OCCCN3CCCCC3 2-chloro-4-((5-(3-(piperidin-1-yl)propoxy)-2,3-dihydro-[1,4]dioxino[2,3-f]quinolin-10-yl)oxy)aniline